rac-(R)-6'-((4-Hydroxy-2-(((6-methyl-1,2,4-triazin-3-yl)amino)methyl)butyl)amino)-5-methoxy-2H-[1,3'-bipyridin]-2-one OCC[C@H](CNC1=CC=C(C=N1)N1C(C=CC(=C1)OC)=O)CNC=1N=NC(=CN1)C |r|